(S)-N6-((1-(benzo[b]thiophen-4-yl)piperidin-4-yl)methyl)-N6-ethyl-4,5,6,7-tetrahydrobenzo[d]thiazole-2,6-diamine hydrochloride salt Cl.S1C2=C(C=C1)C(=CC=C2)N2CCC(CC2)CN([C@@H]2CC1=C(N=C(S1)N)CC2)CC